COCC(C1=CNC2=NC=CC=C21)NC(=O)[C@@H]2CC[C@H]1N2C([C@H](CCCC1)NC(=O)C1=CC2=C(S1)C=CC=C2)=O 2-(((3S,6S,10aS)-3-((2-methoxy-1-(1H-pyrrolo[2,3-b]pyridin-3-yl)ethyl)carbamoyl)-5-oxodecahydropyrrolo[1,2-a]azocin-6-yl)carbamoyl)benzo[b]thiophen